[Al+3].C1(=CC=CC=C1)C1=CC=C(C=C1)O (4-phenylphenol) aluminum (III)